N-[(2S)-1-piperazin-1-ylprop-2-yl]-8-pyridin-3-ylquinazolin-4-amine hydrochloride Cl.N1(CCNCC1)C[C@H](C)NC1=NC=NC2=C(C=CC=C12)C=1C=NC=CC1